C(C)(C)(C)C1=CC=CC(=N1)C1CC2(C1)CCN(CC2)C(=O)OC(C)(C)C tert-Butyl 2-(6-(tert-butyl)pyridin-2-yl)-7-azaspiro[3.5]nonane-7-carboxylate